FC(C(N)C1=CC=C(C=C1)OC)(F)F 2,2,2-trifluoro-1-(4-methoxyphenyl)ethane-1-amine